N-(2-methyl-5-((1-Methylazetidin-3-yl)amino)phenyl)butanamide CC1=C(C=C(C=C1)NC1CN(C1)C)NC(CCC)=O